3-bromo-5-(3,5-difluorophenoxy)-1-propyl-1,2,4-triazole BrC1=NN(C(=N1)OC1=CC(=CC(=C1)F)F)CCC